COC=1C=C(C=CC1OC)\C=C\C(C(C)C1=CC=CC=C1)=O (E)-1-(3,4-Dimethoxyphenyl)-4-phenyl-1-penten-3-one